(3R,4S,5S)-4-((tert-butoxycarbonyl)(methyl)amino)-3-methoxy-5-methylheptanoic acid C(C)(C)(C)OC(=O)N([C@H]([C@@H](CC(=O)O)OC)[C@H](CC)C)C